ClC=1C=NNC1 4-chloro-pyrazol